ethyl 3-[4-[5-[5-[6,7-difluoro-4-methylsulfanyl-1-(p-tolylsulfonyl)indol-5-yl]oxy-2-fluoro-phenyl]pyrazol-1-yl]-4-methyl-chroman-8-yl]propanoate FC1=C(C(=C2C=CN(C2=C1F)S(=O)(=O)C1=CC=C(C=C1)C)SC)OC=1C=CC(=C(C1)C1=CC=NN1C1(CCOC2=C(C=CC=C12)CCC(=O)OCC)C)F